(S)-N-(6-fluorohexyl)-3-(5-hydroxy-1H-indol-3-yl)-2-(2-(5-hydroxy-1H-indol-3-yl)acetamido)propionamide FCCCCCCNC([C@H](CC1=CNC2=CC=C(C=C12)O)NC(CC1=CNC2=CC=C(C=C12)O)=O)=O